N1(N=CC=C1)C1C(CN(C1)C(=O)OC(C)(C)C)C(=O)OCC 1-(tert-butyl) 3-ethyl 4-(1H-pyrazol-1-yl)pyrrolidine-1,3-dicarboxylate